Cl.BrC1=CC2=C(CCNCC2)C=C1 7-bromo-2,3,4,5-tetrahydro-1H-3-benzazepine hydrochloride